BrC=1C=C(C(=NC1)OCCN(C(OC(C)(C)C)=O)CCF)[N+](=O)[O-] tert-Butyl (2-((5-bromo-3-nitropyridin-2-yl)oxy)ethyl)(2-fluoroethyl)carbamat